ClC=1C=C(C=CC1)C(CC(=O)O)NC1=CC=C(C=C1)C 3-(3-chlorophenyl)-3-(p-tolylamino)propionic acid